OC(C)C=1C=C2CCCN(C2=CC1)C1=NOC(=N1)C=1C=CC(=C(C#N)C1)OC(C)C 5-(3-(6-(1-hydroxyethyl)-3,4-dihydroquinolin-1(2H)-yl)-1,2,4-oxadiazol-5-yl)-2-isopropoxy-benzonitrile